C(=O)=C(C(=O)O)CC 2-carbonyl-butyric acid